1,8-naphthalenedicarboximide C1=CC2=C3C(=C1)C(=O)NC(=O)C3=CC=C2